OCCCN(C(OCC1=CC=CC=C1)=O)C benzyl N-(3-hydroxypropyl)-N-methyl-carbamate